5-amino-2,4,6-triiodo-isophthalic acid NC=1C(=C(C(=C(C(=O)O)C1I)I)C(=O)O)I